COC(=O)C=1C=C2NC(C(NC2=CC1)CC(F)F)=O.C(C=C)N(CC=C)[SiH2]C=C(C)C (Diallylamino)(dimethyl)vinylsilane methyl-2-(2,2-difluoroethyl)-3-oxo-1,2,3,4-tetrahydroquinoxaline-6-carboxylate